diphenyl ethylene oxide methyl-hypophosphite CP(=O)O.C1(=CC=CC=C1)C1C(C2=CC=CC=C2)O1